2,4,6-tris(3,5-diisopropyl-2,6-dihydroxyphenyl)triazinyl-dimethyl-zirconium C(C)(C)C=1C(=C(C(=C(C1)C(C)C)O)N1NC(=C(C(=N1)C1=C(C(=CC(=C1O)C(C)C)C(C)C)O)[Zr](C)C)C1=C(C(=CC(=C1O)C(C)C)C(C)C)O)O